COC1=NC=CC(=C1)CCCNC1CCN(CC1)C=1C2=C(N=CN1)C(=CS2)C N-(3-(2-Methoxypyridin-4-yl)propyl)-1-(7-methylthieno[3,2-d]pyrimidin-4-yl)piperidin-4-amine